N-(4-chloro-3-methylphenyl)-2-(4-methyl-6-(trifluoromethyl)pyrimidin-2-yl)-N-(3-(oxazol-2-yl)prop-2-yn-1-yl)-5-oxopyrazolidine-3-carboxamide ClC1=C(C=C(C=C1)N(C(=O)C1N(NC(C1)=O)C1=NC(=CC(=N1)C)C(F)(F)F)CC#CC=1OC=CN1)C